OC1=CC=C(C=C1)C=CC1=CC=C(C=C1)O 4,4'-Dihydroxystilben